C(C=C)(=O)OC1C=CC2=CC=CC=C12 1H-indenyl acrylate